C(C)(=O)NCC(=O)OC(CC)OC(N(C)[C@]1(C(CCCC1)=O)C1=C(C=CC=C1)Cl)=O 1-((((s)-1-(2-chlorophenyl)-2-oxocyclohexyl)(methyl)carbamoyl)oxy)propyl acetylglycinate